(3aS,5R,6aR)-3a,5-dihydroxyhexahydrocyclopenta[c]pyrrole-2(1H)-carboxylic acid benzyl ester C(C1=CC=CC=C1)OC(=O)N1C[C@@H]2[C@](C1)(C[C@@H](C2)O)O